(2R,5R)-2-fluoro-7-oxo-1,6-diazabicyclo[3.2.1]octan-6-yl-sulfat F[C@H]1N2C(N([C@H](CC1)C2)OS(=O)(=O)[O-])=O